C1(CC1)C1=NN(C(=C1)NC(C(C)C=1C=NN(C1)C1=NC(=CC=C1)OC)=O)C(=O)OC(C)(C)C tert-butyl 3-cyclopropyl-5-{2-[1-(6-methoxypyridin-2-yl)pyrazol-4-yl]propanamido}pyrazole-1-carboxylate